2-bromo-1-(2,3-dichloropyridin-4-yl)ethan-1-one BrCC(=O)C1=C(C(=NC=C1)Cl)Cl